N(=[N+]=[N-])C=1C=C2C3=C(C(N(C(C3=CC=C2)=O)O)=O)C1 5-azido-2-hydroxy-1H-benzo[de]isoquinoline-1,3(2H)-dione